OC1CCC(CC1)NC(=O)C=1NC=C(C1)C1=NC(=NC=C1C(F)(F)F)N[C@@H]1CNCCC1 N-(4-hydroxycyclohexyl)-4-(2-{[(3S)-piperidin-3-yl]amino}-5-(trifluoromethyl)pyrimidin-4-yl)-1H-pyrrol-2-carboxamide